N-(1-methyl-1H-tetrazol-5-yl)-2-(((2-methyl-2H-tetrazol-5-yl)methoxy)methyl)-6-(perfluoroethyl)nicotinamide CN1N=NN=C1NC(C1=C(N=C(C=C1)C(C(F)(F)F)(F)F)COCC=1N=NN(N1)C)=O